(S)-6-(hexahydropyrrolo[1,2-a]pyrazin-2(1H)-yl)pyridazin-3-amine C1[C@H]2N(CCN1C1=CC=C(N=N1)N)CCC2